O[C@H]1[C@@H](CCCC1)NC(CN(C)C=1C2=C(N=C(N1)C1=NC=CC(=C1)OC)CCC2)=O N-((1R,2R)-2-hydroxycyclohexyl)-2-((2-(4-methoxypyridin-2-yl)-6,7-dihydro-5H-cyclopenta[d]pyrimidin-4-yl)(methyl)amino)acetamide